C(C=CCCCCCCCCC)(=O)O (5Z)-dodecenoic acid